2,6-dichloro-alpha-(4-chlorophenyl)-4-nitrophenylacetonitrile ClC1=C(C(=CC(=C1)[N+](=O)[O-])Cl)C(C#N)C1=CC=C(C=C1)Cl